(-)-4-(6-(6-(2-(4-Cyclopropylpyrimidin-5-yl)-4-fluorophenoxy)-1,2,4-triazin-5-yl)-2,6-diazaspiro[3.4]oct-2-yl)-5-methylhexanamide C1(CC1)C1=NC=NC=C1C1=C(OC2=C(N=CN=N2)N2CC3(CN(C3)C(CCC(=O)N)C(C)C)CC2)C=CC(=C1)F